N=C1N(CCN1)C(C(=O)O)C(CC)C 2-(2-iminoimidazolidin-1-yl)-3-methylpentanoic acid